6-[3-(3,5-di-t-butyl-4-hydroxyphenyl)propoxy]-2,4,8,10-tetra-t-butyldibenzo[d,f][1,3,2]dioxaphosphepine C(C)(C)(C)C=1C=C(C=C(C1O)C(C)(C)C)CCCOP1OC2=C(C3=C(O1)C(=CC(=C3)C(C)(C)C)C(C)(C)C)C=C(C=C2C(C)(C)C)C(C)(C)C